3-(4-(3-Methyloxetan-3-yl)phenyl)prop-2-yn-1-ol CC1(COC1)C1=CC=C(C=C1)C#CCO